3-hydroxy-4-methoxy-2-(((S)-1-oxo-1-(((2s,3s)-3-phenylbut-2-yl)oxy)propan-2-yl)carbamoyl)pyridine OC=1C(=NC=CC1OC)C(N[C@H](C(O[C@@H](C)[C@@H](C)C1=CC=CC=C1)=O)C)=O